2-phenyl-2,7-diazaspiro[4.5]decane hydrochloride Cl.C1(=CC=CC=C1)N1CC2(CC1)CNCCC2